(S)-4-fluoro-N-(3-(1-((1-methyl-1H-pyrazolo[3,4-b]pyrazin-6-yl)amino)ethyl)phenyl)nicotinamide FC1=CC=NC=C1C(=O)NC1=CC(=CC=C1)[C@H](C)NC1=CN=C2C(=N1)N(N=C2)C